FC1=C(CC2CC(=NO2)CNC(=O)C2=NC=CC3=CC=CC=C23)C=CC=C1 5-(2-fluorobenzyl)-3-((isoquinoline-1-carboxamido)methyl)-4,5-dihydroisoxazole